methyl 3-(((tert-butyldimethylsilyl) oxy) methyl)-4-fluorobenzoate [Si](C)(C)(C(C)(C)C)OCC=1C=C(C(=O)OC)C=CC1F